1-((R)-4-((S)-5-fluoro-2'-(((S)-1-methylpyrrolidin-2-yl)methoxy)-3,4,5',8'-tetrahydro-1H,6'H-spiro[naphthalene-2,7'-quinazolin]-4'-yl)-2-(methoxymethyl)piperazin-1-yl)prop-2-en-1-one FC1=C2CC[C@@]3(CCC=4C(=NC(=NC4C3)OC[C@H]3N(CCC3)C)N3C[C@@H](N(CC3)C(C=C)=O)COC)CC2=CC=C1